5-([1,2,4]triazolo[1,5-a]pyridin-6-yl)-N-isopropyl-7H-pyrrolo[2,3-d]pyrimidin-2-amine N=1C=NN2C1C=CC(=C2)C2=CNC=1N=C(N=CC12)NC(C)C